FC(C1=CC=C(C=C1)[C@H]1[C@@H](C1)C1(CCC(CC1)N)N)(F)F 1-((trans)-2-(4-(trifluoromethyl)phenyl)cyclopropyl)cyclohexane-1,4-diamine